[2H]CC(=O)C1[C@@H]([C@H]([C@@H](OC1(C(=O)O)O)[C@@H]([C@@H](CO)O)O)N)O Acetyl-D-neuraminic acid